N1(N=CN=C1)C(=O)OCC1=NC2=C(C=CC=C2C=C1)OC(=O)OC(C)(C)C (8-((tert-butoxycarbonyl)oxy)-quinolin-2-yl)methyl 1H-1,2,4-triazole-1-carboxylate